4-heptadecyloxy-2,2,6,6-tetramethylpiperidin-1-ol C(CCCCCCCCCCCCCCCC)OC1CC(N(C(C1)(C)C)O)(C)C